(S)-3,5-dichloro-N-(1-(1-(5-((1-oxido-λ6-thietan-1-ylidene)amino)pyridin-2-yl)-1H-1,2,4-triazol-5-yl)ethyl)benzamide ClC=1C=C(C(=O)N[C@@H](C)C2=NC=NN2C2=NC=C(C=C2)N=S2(CCC2)=O)C=C(C1)Cl